OC(CNC(=O)OCC1=CC=CC=C1)CCO benzyl [(2,4-dihydroxy butyl)amino]carboxylate